6-((((S)-1-(6-aminopyridin-3-yl)piperidin-3-yl)((2-methoxypyridin-4-yl)methyl)amino)methyl)-10-(benzyloxy)-9-fluoro-3-methyl-2H-[1,4]oxazino[2,3,4-ij]quinolin-7(3H)-one NC1=CC=C(C=N1)N1C[C@H](CCC1)N(CC1=CC(=NC=C1)OC)CC1=CN2C3=C(C(=C(C=C3C1=O)F)OCC1=CC=CC=C1)OCC2C